7-{bicyclo[1.1.1]pentan-1-yl}-5-chloro-2-methanesulfinylimidazo[4,3-f][1,2,4]triazine C12(CC(C1)C2)C2=NC(=C1C=NC(=NN12)S(=O)C)Cl